CC1=NN2C(N=C(C=C2N2CCN(CC2)CCO)C2=CC(=CC=C2)CCCCCCCCN2CCC(CC2)C(F)(F)F)=C1C1=CC=CC=C1 2-(4-(2-methyl-3-phenyl-5-(3-(8-(4-(trifluoromethyl)piperidin-1-yl)octyl)phenyl)-pyrazolo[1,5-a]pyrimidin-7-yl)piperazin-1-yl)ethan-1-ol